6-chloro-3-(2-methoxy-2-oxoethyl)-1H-indole-1-carboxylic acid ethyl ester C(C)OC(=O)N1C=C(C2=CC=C(C=C12)Cl)CC(=O)OC